3,5-dichloro-4-fluoropyridine ClC=1C=NC=C(C1F)Cl